ClC1=CC=C(C=C1)[C@@]1(N(C(C2=CC(=CC=C12)C(COCC)(C)O)=O)CC1=NC=C(C=C1)Cl)OC (3R)-3-(4-Chlorophenyl)-2-[(5-chloropyridin-2-yl)methyl]-6-(1-ethoxy-2-hydroxypropan-2-yl)-3-methoxy-2,3-dihydro-1H-isoindol-1-on